5-[1-[4-(2-bromoquinazolin-6-yl)phenyl]-1-methyl-ethyl]-3-chloro-2-(5,5-dimethoxypentoxy)benzonitrile BrC1=NC2=CC=C(C=C2C=N1)C1=CC=C(C=C1)C(C)(C)C=1C=C(C(=C(C#N)C1)OCCCCC(OC)OC)Cl